4-[(1R)-1-aminoethyl]-2-{6-[(5R)-5-ethyl-6,7-dihydro-5H-pyrrolo[2,1-c][1,2,4]triazol-3-yl]pyridin-2-yl}-6-[(2R)-2-methylpyrrolidin-1-yl]-2,3-dihydro-1H-pyrrolo[3,4-c]pyridin-1-one N[C@H](C)C1=NC(=CC2=C1CN(C2=O)C2=NC(=CC=C2)C=2N1C(=NN2)CC[C@H]1CC)N1[C@@H](CCC1)C